(1S,3R)-3-acetamido-N-(5-chloro-4-(2,2-dimethylindolin-4-yl)pyridin-2-yl)cyclohexane-1-carboxamide C(C)(=O)N[C@H]1C[C@H](CCC1)C(=O)NC1=NC=C(C(=C1)C1=C2CC(NC2=CC=C1)(C)C)Cl